N-(1-(2-chloro-4-methylphenyl)-2-oxopyrrolidin-3-yl)-2-(5-fluoro-1H-indol-3-yl)2-oxoacetamide ClC1=C(C=CC(=C1)C)N1C(C(CC1)NC(C(=O)C1=CNC2=CC=C(C=C12)F)=O)=O